2-(4-fluorophenyl)-N-[4-[(7-methoxy-1,5-naphthyridin-4-yl)oxy]phenyl]-5,6-dimethyl-3-oxopyridazine-4-carboxamide FC1=CC=C(C=C1)N1N=C(C(=C(C1=O)C(=O)NC1=CC=C(C=C1)OC1=CC=NC2=CC(=CN=C12)OC)C)C